3-CYANO-4-METHOXYBENZALDEHYDE C(#N)C=1C=C(C=O)C=CC1OC